triazolopyrimidinesulfonamide N1=NN=C2C1=CN=C(N2)S(=O)(=O)N